2,6-di-tert-butyl-4-hydroxymethyl-phenol C(C)(C)(C)C1=C(C(=CC(=C1)CO)C(C)(C)C)O